(R)-1-amino-3-(3-(2-ethylbutoxy)phenyl)propan-2-ol NC[C@@H](CC1=CC(=CC=C1)OCC(CC)CC)O